ClC=1C=C(C(=NC1)OC)S(=O)(=O)NC1=NC=CC(=C1F)C#CC=1C=NC=C2C=CC=NC12 5-chloro-N-{4-[2-(1,6-naphthyridin-8-yl)ethynyl]-3-fluoropyridin-2-yl}-2-methoxypyridine-3-sulfonamide